2,2,2-trifluoro-N-(4-methoxy-3-nitrophenethyl)acetamide FC(C(=O)NCCC1=CC(=C(C=C1)OC)[N+](=O)[O-])(F)F